bis(isooctylmercaptoacetate) tin [Sn+2].C(CCCCC(C)C)SCC(=O)[O-].C(CCCCC(C)C)SCC(=O)[O-]